N-((1r,3r)-3-((4-methoxy-5-(3-methyl-[1,2,4]triazolo[4,3-a]pyridin-6-yl)-7H-pyrrolo[2,3-d]pyrimidin-2-yl)amino)-1-methylcyclobutyl)propionamide COC=1C2=C(N=C(N1)NC1CC(C1)(C)NC(CC)=O)NC=C2C=2C=CC=1N(C2)C(=NN1)C